1-bromo-4-fluoro-2-(methoxymethyl)benzene BrC1=C(C=C(C=C1)F)COC